C(C)OC(=O)C=1N=CSC1N1CCC(CC1)OC1=CC=CC=C1 5-(4-Phenoxypiperidin-1-yl)-1,3-thiazole-4-carboxylic acid ethyl ester